N-[(1S)-1-(dicyclopropylmethyl)-2-oxo-2-[[1-[[(3S,5S)-2-oxo-5-(trifluoromethyl)pyrrolidin-3-yl]methyl]pyrazol-4-yl]amino]ethyl]-2-isopropyl-pyrazole-3-carboxamide C1(CC1)C([C@@H](C(NC=1C=NN(C1)C[C@H]1C(N[C@@H](C1)C(F)(F)F)=O)=O)NC(=O)C=1N(N=CC1)C(C)C)C1CC1